2-{2-[(tert-butyldimethylsilyl)oxy]ethyl}-6-fluoro-1H-indole [Si](C)(C)(C(C)(C)C)OCCC=1NC2=CC(=CC=C2C1)F